N=1N=C(N2C1C=NC=C2)[C@@H]2C[C@@H](CCC2)NC2=NC=C(C=N2)C(F)(F)F N-[(1R,3S)-3-([1,2,4]triazolo[4,3-a]pyrazin-3-yl)cyclohexyl]-5-(trifluoromethyl)pyrimidin-2-amine